S1C(=CC=C1)C1=C2N(CC3=CC=CC=C13)C(C1=CC=CC=C12)=O 12-(thien-2-yl)isoindolo[2,1-b]Isoquinolin-7(5H)-one